4,6-difluoro-7-nitro-isoindolin-1-one FC1=C2CNC(C2=C(C(=C1)F)[N+](=O)[O-])=O